ClC1=NC=C(C(=N1)C=1C=C2C(=CC=NC2=C(C1)F)C(=O)OC)F Methyl 6-(2-chloro-5-fluoropyrimidin-4-yl)-8-fluoroquinoline-4-carboxylate